[Na].C(CCCCCCCCCCCCCCC(C)C)(=O)NCCCN(C)C isostearamidopropyl-dimethylamin sodium